3-((5-fluoro-4-(6-(3-oxomorpholino)pyridin-2-yl)pyrimidin-2-yl)amino)cyclohexane-1-carboxylic acid FC=1C(=NC(=NC1)NC1CC(CCC1)C(=O)O)C1=NC(=CC=C1)N1C(COCC1)=O